CC=1C(=NC=CN1)CCC[C@H]1C[C@@H]2N(CCN(C2)C2=NC=C(C#N)C=C2)C1=O 6-((7S,8aS)-7-(3-(3-methylpyrazin-2-yl)propyl)-6-oxohexahydropyrrolo[1,2-a]pyrazin-2(1H)-yl)nicotinonitrile